N-[2-(3,3-difluoropyrrolidin-1-yl)-4-(2-fluoro-phenyl)-3-pyridyl]-6,8-dihydro-5H-imidazo[1,2-a]pyrazine-7-carboxamide FC1(CN(CC1)C1=NC=CC(=C1NC(=O)N1CC=2N(CC1)C=CN2)C2=C(C=CC=C2)F)F